1-(3-chloro-2-fluorobenzyl)-4-((3-fluoro-4-(1-hydroxycyclopropyl)-6-((5-methyl-1H-pyrazol-3-yl)-amino)pyridin-2-yl)methyl)piperidine-4-carboxylic acid ClC=1C(=C(CN2CCC(CC2)(C(=O)O)CC2=NC(=CC(=C2F)C2(CC2)O)NC2=NNC(=C2)C)C=CC1)F